2-[[2-(acryloyloxy)ethoxy]carbonyl]benzoic acid C(C=C)(=O)OCCOC(=O)C1=C(C(=O)O)C=CC=C1